C1(CCC1)CN(C(=O)OCC1=C(N=NN1C)C1=CC=C(C(=N1)C)O[C@H]1CCC[C@@]2(C[C@H]12)C(=O)O)C (1S,5S,6S)-5-((6-(5-((((cyclobutylmethyl)(methyl)carbamoyl)oxy)methyl)-1-methyl-1H-1,2,3-triazol-4-yl)-2-methylpyridin-3-yl)oxy)bicyclo[4.1.0]heptane-1-carboxylic acid